2,4,6-trichlorophenoxy(pentamethylcyclopentadienyl)titanium dichloride [Cl-].[Cl-].ClC1=C(O[Ti+2]C2(C(=C(C(=C2C)C)C)C)C)C(=CC(=C1)Cl)Cl